OC[C@@H](CC)NC(C=C)=O (R)-N-(1-hydroxymethylpropyl)acrylamide